(S)-4-(isoindolin-4-ylamino)-1-methylpyrrolidin-2-one hydrochloride Cl.C1NCC2=C(C=CC=C12)N[C@H]1CC(N(C1)C)=O